ClC1=NC=C(C(=C1)CO)C(F)(F)F (2-chloro-5-(trifluoromethyl)pyridin-4-yl)methanol